COS(=O)(=O)OC1CN(C1)C(=O)OC(C)(C)C tert-butyl 3-(methylsulfooxy)azetidine-1-carboxylate